S1C(=NC2=C1C=CC=C2)NC(=O)C=2C=CC=C1CCN(CC21)C2=CC=C(C(=N2)C(=O)OC(C)(C)C)C=2C(=C(OCCCC1CCN(CC1)[C@H](C(=O)O)C)C=CC2)C (S)-2-(4-(3-(3-(6-(8-(benzo[d]thiazol-2-ylcarbamoyl)-3,4-dihydroisoquinolin-2(1H)-yl)-2-(tert-butoxycarbonyl)pyridin-3-yl)-2-methylphenoxy)propyl)piperidin-1-yl)propanoic acid